4-(2,3-dichloro-6-methoxyphenyl)-2-(methanesulfonylmethyl)piperidine ClC1=C(C(=CC=C1Cl)OC)C1CC(NCC1)CS(=O)(=O)C